C[C@H]1CC[C@@H](N(C1)C(C(=O)NC=1C=C2C(=NC1)N(C=N2)COCC[Si](C)(C)C)=O)C=2C=CC1=C(N=C(S1)C1CCN(CC1)C)C2 2-((2R,5S)-5-methyl-2-(2-(1-methylpiperidin-4-yl)benzo[d]thiazol-5-yl)piperidin-1-yl)-2-oxo-N-(3-((2-(trimethylsilyl)ethoxy)methyl)-3H-imidazo[4,5-b]pyridin-6-yl)acetamide